C(C1=CC=CC=C1)(=O)O[C@]1(OC(C[C@@H]1NC(=O)[C@@]1(CC(=NO1)C1=NC=CC2=CC=CC=C12)C(C)C)=O)CF (2S,3S)-2-(fluoromethyl)-3-((R)-5-isopropyl-3-(isoquinolin-1-yl)-4,5-dihydroisoxazole-5-carboxamido)-5-oxotetrahydrofuran-2-yl benzoate